[Si](C)(C)(C(C)(C)C)O[C@H]1[C@H](N(CC1)C1=NC(=CC(=C1C#N)C(F)(F)F)C)C(=O)NC=1C=C(C=CC1)C (2S,3R)-3-((tert-butyldimethylsilyl)oxy)-1-(3-cyano-6-methyl-4-(trifluoromethyl)pyridin-2-yl)-N-(m-tolyl)pyrrolidine-2-carboxamide